C(C)OC(=O)C1C2CC(CC12)OCC1=CC=CC=C1 (+/-)-3-(benzyloxy)bicyclo[3.1.0]Hexane-6-carboxylic acid ethyl ester